N-(4-((3-methoxyphenyl)amino)quinazolin-6-yl)acetamide COC=1C=C(C=CC1)NC1=NC=NC2=CC=C(C=C12)NC(C)=O